1-methoxy-4-(4-methyl-6-((5-methyl-1H-pyrazol-3-yl)amino)pyrimidin-2-yl)cyclohexane-1-carboxamide COC1(CCC(CC1)C1=NC(=CC(=N1)C)NC1=NNC(=C1)C)C(=O)N